5-Amino-2-cyclopentylbenzonitrile NC=1C=CC(=C(C#N)C1)C1CCCC1